(4-acetylpiperazin-1-yl)-2-(furan-2-yl)quinoline-4-carboxamide C(C)(=O)N1CCN(CC1)C=1C(=NC2=CC=CC=C2C1C(=O)N)C=1OC=CC1